sodium ethylenebis(N-lauroyl-aspartate) C(CN([C@@H](CC(=O)[O-])C(=O)[O-])C(CCCCCCCCCCC)=O)N([C@@H](CC(=O)[O-])C(=O)[O-])C(CCCCCCCCCCC)=O.[Na+].[Na+].[Na+].[Na+]